CN(P(=O)(N(C)C)N(C)C)C hexamethyl-phosphoramide